2,5-dimethoxy-4-propylsulfanylphenethylamine COC1=C(CCN)C=C(C(=C1)SCCC)OC